dihydro-1,6-naphthyridine-5-carboxamide N1CC=CC=2C(=NC=CC12)C(=O)N